3-(chloromethyl)-1-(2,3-dihydrobenzo[b][1,4]dioxin-6-yl)pyridin ClCC=1CN(C=CC1)C1=CC2=C(OCCO2)C=C1